(S)-N-((R or S)-(5-chloro-6-(trifluoromethyl)pyridin-2-yl)(4-chlorophenyl)methyl)-2-oxooxazolidine-5-carboxamide ClC=1C=CC(=NC1C(F)(F)F)[C@H](NC(=O)[C@@H]1CNC(O1)=O)C1=CC=C(C=C1)Cl |o1:11|